N-(4-(1-(5-cyanothiazole-2-yl)amino-1-oxopropan-2-yl)-[2,3'-bipyridine]-6'-yl)acrylamide C(#N)C1=CN=C(S1)NC(C(C)C1=CC(=NC=C1)C=1C=NC(=CC1)NC(C=C)=O)=O